NC1=C2N=C(N(C2=NC(=N1)C#CCCCC)[C@@H]1SC[C@H]([C@H]1O)O)C1=NC=CC=C1 (2R,3R,4S)-2-(6-amino-2-(hex-1-yn-1-yl)-8-(pyridin-2-yl)-9H-purin-9-yl)tetrahydrothiophene-3,4-diol